3-(2-{5-[(3R,5R)-3-amino-5-fluoropiperidine-1-carbonyl]-7-methoxy-1-methyl-1H-1,3-benzodiazol-2-yl}-1-(cyclopropylmethyl)-1H-pyrrolo[2,3-b]pyridin-6-yl)-2-methylphenol N[C@H]1CN(C[C@@H](C1)F)C(=O)C1=CC2=C(N(C(=N2)C2=CC=3C(=NC(=CC3)C=3C(=C(C=CC3)O)C)N2CC2CC2)C)C(=C1)OC